C(CCCCC)OC(C1=C(C=CC=C1)C(C1=C(C=C(C=C1)N(CC)CC)O)=O)=O 2-(4-Diethylamino-2-hydroxybenzoyl)-benzoic acid hexylester